2-fluoro-N-methyl-4-(6-(((3aR,5s,6aS)-2-((tetrahydro-2H-pyran-4-yl)methyl-d2)octahydrocyclopenta[c]pyrrol-5-yl)amino)pyridazin-3-yl)benzamide FC1=C(C(=O)NC)C=CC(=C1)C=1N=NC(=CC1)NC1C[C@@H]2[C@@H](CN(C2)C([2H])([2H])C2CCOCC2)C1